22-(methylamino)-9,28-dioxa-3,17,19,23-tetrazapentacyclo[16.6.2.12,5.14,8.021,25]octacosa-1(24),2,4,6,8(27),18(26),19,21(25),22-nonaen-16-one CNC=1C=2C=NC=3NC(CCCCCCOC=4C=CC5=C(N=C(C(=CN1)C2C3)O5)C4)=O